CC1=C(C2=C(C(=C1O)O)C(=O)C(=O)C(=C2O)C)O The molecule is a naphthoquinone that is 1,4-naphthoquinone substituted by hydroxy groups at positions 2, 5, 7,and 8 and methyl groups at positions 3 and 6. It is isolated from surface cultures of Aureobasidium and acts as a protease inhibitor. It has a role as a metabolite, a protease inhibitor and an antibacterial agent. It is a member of phenols and a hydroxy-1,4-naphthoquinone.